CC1=C(C=NN1)C1=CC=2N=C(NC(C2S1)=O)CN(CC(=O)OCC)CC1=NC=CC=C1 ethyl N-{[6-(5-methyl-1H-pyrazol-4-yl)-4-oxo-3,4-dihydrothieno[3,2-d]pyrimidin-2-yl]methyl}-N-(pyridin-2-ylmethyl)glycinate